isocyanato-methyl-cyclohexane diisocyanate [N-]=C=O.[N-]=C=O.N(=C=O)C1(CCCCC1)C